5-[dimethylamino]-naphthalene-1-sulfonyl chloride CN(C1=C2C=CC=C(C2=CC=C1)S(=O)(=O)Cl)C